N-(3,3-difluoropiperidin-4-yl)-5-((5-(2-hydroxyethoxy)pyridin-2-yl)methoxy)-2-methylbenzofuran-3-carboxamide FC1(CNCCC1NC(=O)C1=C(OC2=C1C=C(C=C2)OCC2=NC=C(C=C2)OCCO)C)F